5-(5-((((1aR,6bR)-5-fluoro-1a,6b-dihydro-1H-cyclopropa[b]benzofuran-6-yl)methyl)amino)-[1,2,4]triazolo[4,3-c]pyrimidin-8-yl)benzo[c]thiophene 2,2-dioxide FC=1C=CC2=C([C@@H]3[C@H](O2)C3)C1CNC1=NC=C(C=3N1C=NN3)C3=CC=1C(=CS(C1)(=O)=O)C=C3